FC(C(S(=O)(=O)N)(F)F)(F)F.FC(C(S(=O)(=O)N)(F)F)(F)F.[Li] lithium dipentafluoroethanesulfonamide